[Na+].[Na+].C(CC)(=O)[O-].C(CC)(=O)[O-] propionic acid disodium salt